C1(CC1)CS(=O)C(=O)N1CCC(CC1)C(=O)O 1-(((cyclopropylmethyl)sulfinyl)carbonyl)piperidine-4-carboxylic acid